C(C1=CC=CC=C1)OC(=O)N[C@@]1(CN(CC1)C(=O)OC(C)(C)C)CCC=1C(=NC=CC1)CCl tert-butyl (3S)-3-{[(benzyloxy)carbonyl]amino}-3-[2-(2-chloro methylpyridin-3-yl)ethyl]pyrrolidine-1-carboxylate